CC1=NN=C(S1)N[C@@H](CC1=CC=C(C=C1)NS(O)(=O)=O)C=1N=C(SC1)C1=CC=CC=C1 (S)-4-(2-(5-methyl-1,3,4-thiadiazol-2-ylamino)-2-(2-phenylthiazol-4-yl)ethyl)phenylsulfamic acid